5-bromo-2-(perfluoroethyl)thiazole-4-carboxylic acid ethyl ester C(C)OC(=O)C=1N=C(SC1Br)C(C(F)(F)F)(F)F